4,7-difluoro-1H-indole FC1=C2C=CNC2=C(C=C1)F